2-(2-((2-(1-aminoisoquinolin-7-yl)benzofuran-4-yl)methoxy)phenyl)acetic acid NC1=NC=CC2=CC=C(C=C12)C=1OC2=C(C1)C(=CC=C2)COC2=C(C=CC=C2)CC(=O)O